C(C)(C)(C)C=1C=C(C=CC1O)C 6-T-butyl-p-cresol